(2E)-N-(3-bromo-2-fluorophenyl)-2-methyl-3-phenylprop-2-enamide BrC=1C(=C(C=CC1)NC(\C(=C\C1=CC=CC=C1)\C)=O)F